N-({p-[2-(1-methyl-1-isochromanylcarbonylamino)ethyl]phenyl}methyl)-3-amino-2-pyrazinecarboxamide CC1(OCCC2=CC=CC=C12)C(=O)NCCC1=CC=C(C=C1)CNC(=O)C1=NC=CN=C1N